6'-(((1S,3S)-3-((6-(Hydroxymethyl)thiazolo[5,4-b]pyridin-2-yl)amino)cyclopentyl)amino)-2H-[1,3'-bipyridin]-2-one OCC=1C=C2C(=NC1)SC(=N2)N[C@@H]2C[C@H](CC2)NC2=CC=C(C=N2)N2C(C=CC=C2)=O